N-(2-(2-(2-Aminoethoxy)ethoxy)ethyl)acrylamide NCCOCCOCCNC(C=C)=O